(5-bromo-1-(triisopropylsilyl)-1H-pyrrolo[2,3-b]pyridin-4-yl)((1R,2S,5R)-5-((tetrahydro-2H-pyran-2-yl)oxy)adamantan-2-yl)methanol BrC=1C(=C2C(=NC1)N(C=C2)[Si](C(C)C)(C(C)C)C(C)C)C(O)C2[C@@H]1CC3CC(CC2C3)(C1)OC1OCCCC1